FC1=C(C=O)C(=CC=C1)COC 2-fluoro-6-(methoxymethyl)benzaldehyde